Methyl (R)-((6-(2-chloro-3-(3-chloro-2-(2-(2-hydroxypropyl)-8-methoxy-1,2,3,4-tetrahydroisoquinolin-6-yl)pyridin-4-yl)phenyl)-2-methoxypyridin-3-yl)methyl)glycinate ClC1=C(C=CC=C1C1=C(C(=NC=C1)C=1C=C2CCN(CC2=C(C1)OC)C[C@@H](C)O)Cl)C1=CC=C(C(=N1)OC)CNCC(=O)OC